2-methanesulfonyl-1-(4-chlorophenyl)ethanone (S)-quinuclidin-3-yl-(7'-(4-(trifluoromethoxy)phenyl)-3',4'-dihydro-1'H-spiro[cyclopropane-1,2'-naphthalen]-1'-yl)carbamate N12CC(C(CC1)CC2)N(C(O)=O)[C@H]2C1(CCC3=CC=C(C=C23)C2=CC=C(C=C2)OC(F)(F)F)CC1.CS(=O)(=O)CC(=O)C1=CC=C(C=C1)Cl